FC1=C(C(=C(C(=C1N=[N+]=[N-])F)F)F)F Pentafluorophenyl azide